BrC1=CC=C(C=C1)[C@]12[C@](C3=NC=C(C=C3O1)Cl)(C(C([C@H]2C2=CC=CC=C2)C(=O)N(C)C)(C#CC)O)O |r| Rac-(5aR,6S,8aS)-5a-(4-bromophenyl)-3-chloro-8,8a-dihydroxy-N,N-dimethyl-6-phenyl-8-(prop-1-yn-1-yl)-5a,7,8,8a-tetrahydro-6H-cyclopenta[4,5]furo[3,2-b]pyridine-7-carboxamide